IC=1N(C2=CC=C(C(=C2C1)[N+](=O)[O-])OC)S(=O)(=O)C1=CC=CC=C1 2-iodo-5-methoxy-4-nitro-1-(phenylsulfonyl)-1H-indole